C1C(CCC2=CC=CC=C12)O 1,2,3,4-tetrahydronaphthalen-2-ol